FC(C1=CC=C(C=C1)[C@@H](C)N)(F)F (1R)-1-[4-(trifluoromethyl)phenyl]ethanamine